CC1=C(C=C(C=C1)NC(C1=CC(=NC=C1)C(F)(F)F)=O)C=1C=NC(=C(C1)N1CCOCC1)C#CC1CCOCC1 N-(4-methyl-3-(5-morpholino-6-((tetrahydro-2H-pyran-4-yl)ethynyl)pyridin-3-yl)phenyl)-2-(trifluoromethyl)isonicotinamide